FC(SC=1C=NC(=NC1)NCC(CNC=1SC2=C(N1)C=CC(=C2)C(=O)N(C)C)C)F 2-((3-((5-((difluoromethyl)thio)pyrimidin-2-yl)amino)-2-methylpropyl)amino)-N,N-dimethyl-benzo[d]thiazole-6-carboxamide